2-(trifluoromethyl)acrylic anhydride FC(C(C(=O)OC(C(=C)C(F)(F)F)=O)=C)(F)F